6'-(2-(1-(Cyclopropylsulfonyl)-1H-pyrazol-4-yl)pyrimidin-4-yl)-N4'-(4,4-difluorocyclohexyl)-5-(2-fluoropropan-2-yl)-[2,3'-bipyridine]-4',6'-diamine C1(CC1)S(=O)(=O)N1N=CC(=C1)C1=NC=CC(=N1)C1(C=C(C(=CN1)C1=NC=C(C=C1)C(C)(C)F)NC1CCC(CC1)(F)F)N